(S)-6-(2-hydroxy-2-methylpropoxy)-4-(6-((1-(6-methoxypyridin-3-yl)ethyl)(methyl)amino)pyridin-3-yl)pyrazolo[1,5-a]pyridine-3-carbonitrile OC(COC=1C=C(C=2N(C1)N=CC2C#N)C=2C=NC(=CC2)N(C)[C@@H](C)C=2C=NC(=CC2)OC)(C)C